8-(4-((5-(2,4-dioxotetrahydropyrimidin-1(2H)-yl)pyridin-2-yl)methyl)piperazin-1-yl)-9-ethyl-6,6-dimethyl-11-oxo-6,11-dihydro-5H-benzo[b]carbazole-3-carbonitrile O=C1N(CCC(N1)=O)C=1C=CC(=NC1)CN1CCN(CC1)C=1C(=CC2=C(C(C=3NC4=CC(=CC=C4C3C2=O)C#N)(C)C)C1)CC